(6-Aminohexyl)-2-(pyridin-4-yl)pyrido[3,4-d]pyrimidin-4-amine NCCCCCCC1=CN=CC=2N=C(N=C(C21)N)C2=CC=NC=C2